SC=1SC=C(N1)C1=CC=NC=C1 2-mercapto-4-(4-pyridyl)-thiazole